C1(C\C=C\CCC)C(=O)OC1=O trans-3-heptene-1,1-dicarboxylic acid anhydride